C(CC)OC1=CC=C(C=C1)C1=NOC(=N1)N 3-(4-propoxyphenyl)-1,2,4-oxadiazol-5-amine